NC=1SC(=C(N1)C1=CC(=CC=C1)C#N)C1=CC(=NC(=C1)C)NC(C)=O N-[4-[2-amino-4-(3-cyanophenyl)thiazol-5-yl]-6-methyl-2-pyridinyl]acetamide